ClCCNC(OC(C)(C)C)=O tert-butyl (2-chloro-ethyl)-carbamate